tert-Butyl (R)-3-((R)-3-hydroxypiperidin-1-yl)pyrrolidine-1-carboxylate O[C@H]1CN(CCC1)[C@H]1CN(CC1)C(=O)OC(C)(C)C